ClC=1NC(=CN1)C=O 2-CHLORO-1H-IMIDAZOLE-5-CARBALDEHYDE